Benzo[d][1,3]dioxin-5-amine O1COCC2=C1C=CC=C2N